OCCOCCO bis(beta-hydroxyethyl)ether